cis-tert-Butyl N-[4-(4-fluoro-2-methoxy-anilino)cyclohexyl]carbamate FC1=CC(=C(N[C@H]2CC[C@H](CC2)NC(OC(C)(C)C)=O)C=C1)OC